ON=C(C1=C(C=CC=C1)Cl)Cl N-hydroxy-o-chlorobenzimidoyl chloride